(R)-2-(4-chlorophenyl)-3-(4-(dimethylamino)piperidin-1-yl)-1-(4-((5R,7R)-7-hydroxy-5-methyl-6,7-dihydro-5H-cyclopenta[d]pyrimidin-4-yl)piperazin-1-yl)propan-1-one ClC1=CC=C(C=C1)[C@@H](C(=O)N1CCN(CC1)C=1C2=C(N=CN1)[C@@H](C[C@H]2C)O)CN2CCC(CC2)N(C)C